CC=1C(=NC(N([C@H]2C[C@H](O)[C@@H](CO)O2)C1)=O)N 5-methyldeoxycytidine